2-(2,3-dimethoxyphenyl)-4-[[phenylmethylsulfonyl]oxy]-5-amino-3(2H)-furanone COC1=C(C=CC=C1OC)C1OC(=C(C1=O)OS(=O)(=O)CC1=CC=CC=C1)N